CN1C(=C(C2=NC=CC=C21)C2=CC=C(N2)C(=O)OC)C methyl 5-(1,2-dimethyl-1H-pyrrolo[3,2-b]pyridin-3-yl)-1H-pyrrole-2-carboxylate